water, Fluoroammonium salt F[NH3+].O